BrC1=CC(=C(C=C1)C(=O)N1CCOCC1)F (4-bromo-2-fluorophenyl)(morpholinyl)methanone